S1C(=NC2=C1C=CC=C2)[C@H]2N(C[C@@H](C2)O)C([C@@H](C(C)C)N2N=NC(=C2)C=2SC=CC2)=O (R)-1-((2S,4R)-2-(benzo[d]thiazol-2-yl)-4-hydroxypyrrolidin-1-yl)-3-methyl-2-(4-(thiophen-2-yl)-1H-1,2,3-triazol-1-yl)butan-1-one